[N+](=O)([O-])[O-].C1(=CC=CC=C1)OP(OC1=CC=CC=C1)[O-].[Cu+2] copper bisphenylphosphite nitrate